7-(TERT-BUTYLDIMETHYLSILYLOXY)-1H-INDOL-2-YLBORONIC ACID [Si](C)(C)(C(C)(C)C)OC=1C=CC=C2C=C(NC12)B(O)O